FC1(CCC(CC1)C1=C(C=CC=C1)S(=O)(=O)N)CN[C@H]1[C@@H](C1)C1=CC=CC=C1 (4-fluoro-4-(((trans-2-phenylcyclopropyl)amino)methyl)cyclohexyl)benzenesulfonamide